C1=C2C=CC3=C4N(CN5C(C(=C1)C1=CC=CC=C15)=C42)C=4C=CC=CC43 diindolo[1,2,3-cd:3',2',1'-kl]perimidine